2-((3,3-dimethoxy-8-oxo-2,9,12,15,18-pentaoxa-7-aza-3-silanonadecan-19-oyl)amino)-2-methylpropane-1,3-diyl diacrylate C(C=C)(=O)OCC(COC(C=C)=O)(C)NC(OCCOCCOCCOC(NCCC[Si](OC)(OC)OC)=O)=O